bromooctyl-tetramethylammonium BrCCCCCCCCC[N+](C)(C)C